4-(Dimethylamino)-N-[4-[4-(6-methyl-2-pyridyl)piperazin-1-yl]phenyl]benzamid CN(C1=CC=C(C(=O)NC2=CC=C(C=C2)N2CCN(CC2)C2=NC(=CC=C2)C)C=C1)C